C(CCCCC)OC1=CC=C2C=3C=C(C(=CC3C3=C(C2=C1)C=C(C(=C3)OCCCCCC)OCCCCCC)OCCCCCC)OCCCCCC 3,6,7,10,11-pentahexyloxybenzophenanthrene